FC=1C=CC(=NC1N1C[C@H](OCC1)C)NC(=O)C1=C(C=C(C=C1)NS(=O)(=O)CC(=O)OC)N1CCC2(CC2)CC1 methyl (R)-2-(N-(4-((5-fluoro-6-(2-methylmorpholino)pyridin-2-yl)carbamoyl)-3-(6-azaspiro[2.5]octan-6-yl)phenyl)sulfamoyl)acetate